2,2'-dihydroxy-3,3'-diallyl-biphenyl OC1=C(C=CC=C1CC=C)C1=C(C(=CC=C1)CC=C)O